C12CNCC(CC1)N2C2=CN1C(=NC(=CC1=O)C=1C=C(C=3N(N1)C=C(N3)C)C)S2 2-(3,8-diazabicyclo[3.2.1]oct-8-yl)-7-(2,8-dimethylimidazo[1,2-b]pyridazin-6-yl)thiazolo[3,2-a]pyrimidin-5-one